FC=1C=2N(C=CC1)N=C(C2)C2N(CCC1=C2N=CN1C1OCCCC1)C1=CC=C(N=N1)C(=O)O 6-[4-(4-fluoropyrazolo[1,5-a]pyridin-2-yl)-1-tetrahydropyran-2-yl-6,7-dihydro-4H-imidazo[4,5-c]pyridin-5-yl]pyridazine-3-carboxylic acid